NC(C(=O)NCC=1N(C2=CC=CC=C2C1)C1CCN(CC1)[C@@H]1CC[C@@H](CC1)C(C)C)C(C)C 2-amino-N-((1-(1-(cis-4-isopropylcyclohexyl)piperidin-4-yl)-1H-indole-2-yl)methyl)-3-methylbutanamide